CC1=CC=C(C=C1)S(=O)(=O)O.C(C1=CC=CC=C1)C1=NOC(=N1)[C@H](CCCCNC(=O)OC(C)(C)C)N (S)-1-(3-benzyl-1,2,4-oxadiazol-5-yl)-5-((tert-butoxycarbonyl)amino)pentan-1-amine 4-methylbenzenesulfonate